Sarin CP(OC(C)C)(F)=O